(E)-3-(4-(6-(((1R,4R,5S)-2-azabicyclo[2.2.1]heptan-5-yl)thio)pyridazin-3-yl)-3-hydroxyphenyl)-N-methylacrylamide [C@H]12NC[C@H]([C@H](C1)SC1=CC=C(N=N1)C1=C(C=C(C=C1)/C=C/C(=O)NC)O)C2